9'-hydroxy-1-methylspiro[indoline-2,3'-(3H)-naphtho(2,1-b)-1,4-oxazine] OC1=CC=C2C=CC=3OC4(C=NC3C2=C1)N(C1=CC=CC=C1C4)C